C(C)C1=NC(=NC=C1)C1=CC=C(C=C1)NNC(=O)N=N (4-(4-ethylpyrimidin-2-yl)phenyl)carbazone